Cl.ClC=1C=C2N=C3C=CC(=CC3=C(C2=CC1)NC1=CC(=C(C=C1)O)CN1CCCC1)OC 4-(6-chloro-2-methoxyacridin-9-ylamino)-2-(pyrrolidin-1-ylmethyl)phenol, hydrochloride